N-[(1R,3S)-3-{[6-chloro-2-(trifluoromethyl)quinolin-4-yl]amino}cyclohexyl]pyrazolo[1,5-a]pyridine-2-carboxamide ClC=1C=C2C(=CC(=NC2=CC1)C(F)(F)F)N[C@@H]1C[C@@H](CCC1)NC(=O)C1=NN2C(C=CC=C2)=C1